C(C)(C)(C)[Si](C)(C)OC1=C(C=CC(=C1)CC=C)C1OCCO1 tert-butyl(2-(1,3-dioxolan-2-yl)-5-(prop-2-en-1-yl)phenoxy)dimethylsilane